ClC1=C(C=2N(C=C1)N=C(C2)N)OC 5-chloro-4-methoxypyrazolo[1,5-a]pyridine-2-amine